(4-(3-hydroxyoxetan-3-yl)phenyl)(5-(4-(trifluoromethyl)phenyl)hexahydropyrrolo[3,4-c]pyrrol-2(1H)-yl)methanone OC1(COC1)C1=CC=C(C=C1)C(=O)N1CC2CN(CC2C1)C1=CC=C(C=C1)C(F)(F)F